FC(C)(F)C=1C(=C(C=CC1)[C@@H](C)NC=1C2=C(N=CN1)C1(C(N(C2)C2C[C@H](OCC2)C)=O)CN(C1)C)F 4'-(((R)-1-(3-(1,1-difluoroethyl)-2-fluorophenyl)ethyl)amino)-1-methyl-6'-((2R)-2-methyltetrahydro-2H-pyran-4-yl)-5',6'-dihydro-7'H-spiro[azetidine-3,8'-pyrido[4,3-d]pyrimidin]-7'-one